The molecule is a monohydroxybenzoic acid that is 4-hydroxybenzoic acid carrying an additional amino substitutent at position 3. It is an aminobenzoic acid and a monohydroxybenzoic acid. It is a conjugate acid of a 3-amino-4-hydroxybenzoate. C1=CC(=C(C=C1C(=O)O)N)O